ethyl 5-ethyl-1H-pyrazole-3-carboxylate C(C)C1=CC(=NN1)C(=O)OCC